5-(6-{[(1,4-dimethyl-1H-imidazol-2-yl)methoxy]methyl}-3-(1H-imidazol-4-yl)imidazo[1,2-a]pyrimidin-2-yl)-3-(trifluoromethyl)-1H-1,2,4-triazole CN1C(=NC(=C1)C)COCC=1C=NC=2N(C1)C(=C(N2)C2=NC(=NN2)C(F)(F)F)C=2N=CNC2